Methyl 1-(2-{4-[(tert-butoxy)carbonyl]piperazin-1-yl}ethyl)-6-chloro-3-[3-(4-chloro-3,5-dimethylphenoxy)propyl]-7-(1,3,5-trimethyl-1H-pyrazol-4-yl)-1H-indole-2-carboxylate C(C)(C)(C)OC(=O)N1CCN(CC1)CCN1C(=C(C2=CC=C(C(=C12)C=1C(=NN(C1C)C)C)Cl)CCCOC1=CC(=C(C(=C1)C)Cl)C)C(=O)OC